(4-Chloro-1H-benzo[d]imidazol-2-yl)(8-methyl-5,8-dihydro-1,7-naphthyridin-7(6H)-yl)methanone ClC1=CC=CC=2NC(=NC21)C(=O)N2CCC=1C=CC=NC1C2C